6-(2-Chloro-6-fluorophenyl)-4-((4-(4-cyclopropylpiperazine-1-carbonyl)phenyl)amino)pyridazine-3-carboxamide ClC1=C(C(=CC=C1)F)C1=CC(=C(N=N1)C(=O)N)NC1=CC=C(C=C1)C(=O)N1CCN(CC1)C1CC1